COC=1C=C2C(=CC=NC2=CC1OC)OC1=C(C=CC=C1)C1(CC=NC2=CC(=C(C=C12)OC)OC)N 4-((6,7-dimethoxyquinolin-4-yloxy)phenyl)-6,7-dimethoxyquinolin-4-amine